5-ethyl-1-(tetrahydro-2H-pyran-2-yl)-6-(2-(2-(trifluoromethyl)pyridin-4-yl)-2,6-diazaspiro[3.4]octan-6-yl)-1,5-dihydro-4H-pyrazolo[3,4-d]pyrimidin-4-one C(C)N1C(=NC2=C(C1=O)C=NN2C2OCCCC2)N2CC1(CN(C1)C1=CC(=NC=C1)C(F)(F)F)CC2